C1(CC1)C1=CC(=NC(=N1)C)NC1=CC(=C(N=N1)C(=O)NC([2H])([2H])[2H])NC1=NC=CC=C1S(=O)(=O)C 6-[(6-cyclopropyl-2-methylpyrimidin-4-yl)amino]-4-[(3-methanesulfonylpyridin-2-yl)amino]-N-(2H3)methylpyridazine-3-carboxamide